ClC=1C(=C2C=NNC2=C(C1F)C(=C)C)C1=CC=2N(C=C1)N=C(C2)NC(=O)[C@H]2[C@H](C2)F (1S,2S)-N-(5-(5-chloro-6-fluoro-7-(prop-1-en-2-yl)-1H-indazol-4-yl)pyrazolo[1,5-a]pyridin-2-yl)-2-fluorocyclopropane-1-carboxamide